4-hydroxy-N,N-diisopropyltryptamine hemi-succinate C(CCC(=O)O)(=O)O.OC=1C=CC=C2NC=C(CCN(C(C)C)C(C)C)C12.OC=1C=CC=C2NC=C(CCN(C(C)C)C(C)C)C12